1-(8-bromopyrido[2,3-e][1,2,4]triazolo[4,3-a]pyrazin-4-yl)-N-methylazetidin-3-aminium methyl-sulfate COS(=O)(=O)[O-].BrC1=CC2=C(N=C(C=3N2C=NN3)N3CC(C3)[NH2+]C)N=C1